tert-butyl-3-(7-(8-ethyl-3-(methoxymethoxy) naphthalen-1-yl)-8-fluoro-2-((hexahydro-1H-pyrrolizin-7a-yl) methoxy)-1,6-naphthyridin-4-yl)-3,8-diazabicyclo[3.2.1]octane-8-carboxylate C(C)(C)(C)OC(=O)N1C2CN(CC1CC2)C2=CC(=NC1=C(C(=NC=C21)C2=CC(=CC1=CC=CC(=C21)CC)OCOC)F)OCC21CCCN1CCC2